(S)-4-((2-isopropoxyethyl)(4-(5,6,7,8-tetrahydro-1,8-naphthyridin-2-yl)butyl)amino)-2-(1-(2,2,2-trifluoroethyl)-1H-pyrazole-5-carboxamido)butanoic acid C(C)(C)OCCN(CC[C@@H](C(=O)O)NC(=O)C1=CC=NN1CC(F)(F)F)CCCCC1=NC=2NCCCC2C=C1